2,8-dibenzyl-6-(4-hydroxyphenyl)imidazo[1,2-a]pyrazin-3(7H)-one C(C1=CC=CC=C1)C1=NC=2N(C=C(NC2CC2=CC=CC=C2)C2=CC=C(C=C2)O)C1=O